1-(4-benzylpiperidin-1-yl)-3-(3,5-dimethyl-1-(3-phenyl-[1,2,4]triazolo[4,3-b]pyridazin-6-yl)-1H-pyrazol-4-yl)propan-1-one C(C1=CC=CC=C1)C1CCN(CC1)C(CCC=1C(=NN(C1C)C=1C=CC=2N(N1)C(=NN2)C2=CC=CC=C2)C)=O